nickel cobalt manganese oxide [O-2].[Mn+2].[Co+2].[Ni+2].[O-2].[O-2]